ClC=1C(=NC(=NC1)NC1=CC=2C(CCC(C2C=C1)(C)C)(C)C)NC1=C(C=CC=C1)P(C)(C)=O (2-((5-chloro-2-((5,5,8,8-tetramethyl-5,6,7,8-tetrahydronaphthalen-2-yl)amino)pyrimidin-4-yl)amino)phenyl)dimethylphosphine oxide